5-[4-(trifluoromethoxy)phenyl]-4H-1,2,4-triazol FC(OC1=CC=C(C=C1)C=1NC=NN1)(F)F